O=C1NC(CCC1N1C(C2=CC=CC(=C2C1=O)OCC(=O)O)=O)=O (2-(2,6-dioxopiperidin-3-yl)-1,3-dioxoisoindol-4-yl)oxyacetic acid